CC1=C(C(NC2=CC=CC=C12)=O)\C=C\CC1=CN(C2=CC=CC=C12)C (E)-4-methyl-3-(3-(1-methyl-1H-indol-3-yl)propenyl)quinolin-2(1H)-one